6-((7-(5-(2-chloro-4-fluorophenoxy)pyrimidin-4-yl)-2-azaspiro[4.4]non-2-yl)methyl)-1-methyl-1H-benzo[d]imidazol-2(3H)-one ClC1=C(OC=2C(=NC=NC2)C2CC3(CCN(C3)CC=3C=CC4=C(N(C(N4)=O)C)C3)CC2)C=CC(=C1)F